N(=[N+]=[N-])C[C@@H]1CCC2=CCCN12 (3S,7aS)-3-(azidomethyl)tetrahydro-1H-pyrrolizine